2,6-di-t-butyl-4-methylphenyl-ethyl-pentaerythritol diphosphite OP(O)OP(O)O.C(C)(C)(C)C1=C(C(=CC(=C1)C)C(C)(C)C)C(O)(C(CO)(CO)CO)CC